ethyl 4-(dimethylamino)-2-(perfluoroethyl)imidazo[1,2-a][1,8]naphthyridine-8-carboxylate CN(C=1C=2C=CC=3N(C2N=C(C1)C(C(F)(F)F)(F)F)C=C(N3)C(=O)OCC)C